1-[(3R)-3-[3-(azetidin-1-ium-3-ylcarbamoyl)phenyl]-3-[[(7S)-7-tert-butyl-5,6,7,8-tetrahydrothiazolo[5,4-b]quinoline-2-carbonyl]amino]propyl]piperidine-4-carboxylic acid [NH2+]1CC(C1)NC(=O)C=1C=C(C=CC1)[C@@H](CCN1CCC(CC1)C(=O)O)NC(=O)C=1SC2=NC=3CC[C@@H](CC3C=C2N1)C(C)(C)C